CN1C(NC2=CC=C(C=C2C1)[N+](=O)[O-])=O 3-methyl-6-nitro-3,4-dihydroquinazolin-2(1H)-one